C(C(=O)O)(=O)O.ClCCOC1=CC=C(C=C1)C(CCN(C)C)=O 1-[4-(2-chloroethoxy)phenyl]-3-(dimethylamino)propan-1-one oxalate